tert-butyl (2-(6-bromo-2-methylpyridin-3-yl)propan-2-yl)carbamate BrC1=CC=C(C(=N1)C)C(C)(C)NC(OC(C)(C)C)=O